N-(1-(6-(3-methoxytetrahydrofuran-3-yl)-4-methylpyridin-2-yl)-3-vinyl-1H-pyrrolo[3,2-c]Pyridin-6-yl)acetamide COC1(COCC1)C1=CC(=CC(=N1)N1C=C(C=2C=NC(=CC21)NC(C)=O)C=C)C